Br.Br.CNCCN N-methyl-ethylenediamine dihydrobromide